BrC=1C=C(C(=NC1)N1CC(CC1)N(C)C)N 5-Bromo-2-(3-(dimethylamino)pyrrolidin-1-yl)pyridin-3-amine